FC(C1=C(C=CC=C1)NC(C1=C(C=C(C(=C1)F)N1N=C2COCCN2C1=O)O[C@H](C(F)(F)F)C)=O)F N-[2-(difluoromethyl)phenyl]-5-fluoro-4-(3-oxo-5,6-dihydro-3H-[1,2,4]triazolo[3,4-c][1,4]oxazin-2(8H)-yl)-2-{[(2S)-1,1,1-trifluoropropan-2-yl]oxy}benzamide